NCC=1C(=NC(=C(N1)C=1C=CC=2N(C1)C(=CN2)C)C2=CC(=C(C=C2)F)F)N 3-(aminomethyl)-6-(3,4-difluorophenyl)-5-[3-methylimidazo[1,2-a]pyridin-6-yl]pyrazin-2-amine